P(O)(=O)(OP(=O)(O)OP(=O)(O)O)OC[C@@H]1[C@H]([C@H]([C@@H](O1)N1CN=C2C(N)(N=CN=C12)C)O)O 6-methyl adenosine-5'-triphosphate